N-(2-chloropyrimidin-4-yl)-1H-indazol-5-amine ClC1=NC=CC(=N1)NC=1C=C2C=NNC2=CC1